1-isopropyl-N-[(3S)-6,8-difluoro-4-oxo-3,5-dihydro-2H-1,5-benzoxazepin-3-yl]pyrazolo[3,4-d]pyrimidine-6-carboxamide C(C)(C)N1N=CC=2C1=NC(=NC2)C(=O)N[C@H]2COC1=C(NC2=O)C(=CC(=C1)F)F